1-[3-(1-Hydroxyethyl)-6-[5-methoxy-6-[(6-methylpyridazin-3-yl)amino]benzimidazol-1-yl]-2-pyridinyl]-5-methyl-pyrazole-3-carbonitrile OC(C)C=1C(=NC(=CC1)N1C=NC2=C1C=C(C(=C2)OC)NC=2N=NC(=CC2)C)N2N=C(C=C2C)C#N